BrC=1SC(=C(N1)CNC)C1CCOCC1 1-(2-Bromo-5-(tetrahydro-2H-pyran-4-yl)thiazol-4-yl)-N-methylmethylamine